FC=1C=CC2=C(C3C(O2)C3C(=O)NCC3=NOC(=N3)C3=CC=CC=C3)C1 exo-5-fluoro-N-[(5-phenyl-1,2,4-oxadiazol-3-yl)methyl]-1a,6b-dihydro-1H-cyclopropa[b][1]benzofuran-1-carboxamide